N[C@H]1CS(C2=C(N(C1=O)CC1=CC=C(C=C1)Cl)C=C(C(=C2)F)C2=NOC(=N2)C(C)(NCC(F)(F)F)C)(=O)=O (3R)-3-amino-5-[(4-chlorophenyl)methyl]-8-fluoro-7-[5-[1-methyl-1-(2,2,2-trifluoroethylamino)ethyl]-1,2,4-oxadiazol-3-yl]-1,1-dioxo-2,3-dihydro-1lambda6,5-benzothiazepin-4-one